tert-butyl-[(1-{3-[(formyloxy) methyl] phenyl} piperidin-4-yl) oxy] propionate C(CC)(=O)OOC1CC(N(CC1)C1=CC(=CC=C1)COC=O)C(C)(C)C